2-(4-(hydroxymethyl)pyrimidin-2-yl)-2-methylpropanoic acid OCC1=NC(=NC=C1)C(C(=O)O)(C)C